ClC=1C=NN(C(C1Cl)=O)CC(=O)NC1=CC(=C(C=C1)C)S(NCC1=NC(=CC=C1)C)(=O)=O 2-(4,5-dichloro-6-oxopyridazin-1(6H)-yl)-N-(4-methyl-3-(N-((6-methylpyridin-2-yl)methyl)sulfamoyl)phenyl)acetamide